BrC1=C(C=C2C=C(N=CC2=C1)C(=O)OC)I methyl 7-bromo-6-iodoisoquinoline-3-carboxylate